CC1=C(C(=C(C1([Zr]C1(C=CC2=CC=3CCCC3C=C12)C)C)C)C)C pentamethylcyclopentadienyl-(1-methyl-1,5,6,7-tetrahydro-s-indacenyl)zirconium